O1CCC(CC1)C1NCC2C1CNC2 (tetrahydro-2H-pyran-4-yl)octahydropyrrolo[3,4-c]pyrrole